S1(N=COC2=C1C=CC=C2)(=O)=O benzo[e][1,4,3]oxathiazin-1,1-dioxide